O=C1C2=C(C=NN1COCC[Si](C)(C)C)N(CCC2)C(CON2C(C1=CC=CC=C1C2=O)=O)C 2-(2-(5-oxo-6-((2-(trimethylsilyl)ethoxy)methyl)-3,4,5,6-tetrahydropyrido[2,3-d]pyridazin-1(2H)-yl)propoxy)isoindole-1,3-dione